CC(C)C\C=C\[C@@H](C)[C@H]1CC[C@H]2[C@@H]3CC[C@H]4C[C@H](CC[C@]4(C)[C@H]3CC[C@]12C)O 5alpha-cholest-22E-en-3beta-ol